COC1=C(CNC=2N=C3C=CC(=CC3=C3C=CC=CC23)C(=O)O)C=CC(=C1)OC 6-((2,4-dimethoxybenzyl)amino)phenanthridine-2-carboxylic acid